methyl 2-(4-(2-chloroethyl)phenyl)-2-methylpropanoate ClCCC1=CC=C(C=C1)C(C(=O)OC)(C)C